FC1=CC(=C(C=C1)C=1C2=C(C(=NC1C=1C=NN(C1)C1CN(C1)C(C=C)=O)C=1C=C3CCN(CC3=CC1)C(=O)OC(C)(C)C)N=CS2)OC tert-butyl 6-[7-(4-fluoro-2-methoxy-phenyl)-6-[1-(1-prop-2-enoylazetidin-3-yl)pyrazol-4-yl]thiazolo[4,5-c]pyridin-4-yl]-3,4-dihydro-1H-isoquinoline-2-carboxylate